tert-butyl 4-(4-ethoxy-5-((8-fluoro-2-methylimidazo[1,2-a]pyridin-6-yl) carbamoyl)pyrimidin-2-yl)-1,4-diazepane-1-carboxylate C(C)OC1=NC(=NC=C1C(NC=1C=C(C=2N(C1)C=C(N2)C)F)=O)N2CCN(CCC2)C(=O)OC(C)(C)C